C(C=C)(=O)N1CC(C1)(C(=O)N1CCC(CC1)N1N=NC(=C1C)C=1C=C(C=2N(C1)N=CC2C#N)OCCN(C)C)F 6-(1-(1-(1-acryloyl-3-fluoroazetidine-3-carbonyl)piperidin-4-yl)-5-methyl-1H-1,2,3-triazol-4-yl)-4-(2-(dimethylamino)-ethoxy)pyrazolo[1,5-a]pyridine-3-carbonitrile